FC=1C=C(CC=2C=C3C(=NN(C3=CC2)C2OCCCC2)C2=NC3=C(N2COCC[Si](C)(C)C)CNC3)C=C(C1)F 5-(3,5-difluorobenzyl)-1-(tetrahydro-2H-pyran-2-yl)-3-(1-((2-(trimethylsilyl)ethoxy)methyl)-1,4,5,6-tetrahydropyrrolo[3,4-d]imidazol-2-yl)-1H-indazole